(2S,4R)-4-hydroxypyrrolidine-1,2-dicarboxylic acid 1,2-di-tert-butyl ester C(C)(C)(C)OC(=O)N1[C@@H](C[C@H](C1)O)C(=O)OC(C)(C)C